CC1=C(C=C(C(=O)NC=2C=NC=C(C2)C(F)(F)F)C=C1)[C@@H]1CN(CC1)C=1C=NN2C1N=CC=C2 4-methyl-3-[(3R)-1-pyrazolo[1,5-a]pyrimidin-3-ylpyrrolidin-3-yl]-N-[5-(trifluoromethyl)-3-pyridinyl]benzamide